Diethyl 2-(1,1-difluoropropan-2-ylidene)malonate FC(C(C)=C(C(=O)OCC)C(=O)OCC)F